N[C@@H](CC(=O)OCC)C=1C=C(C=CC1)C1=CC(=C(C=C1)F)C ethyl (S)-3-amino-3-(4'-fluoro-3'-methylbiphenyl-3-yl)propanoate